C12CCC(C=C1)C2 5-norcamphene